4-(Bis(4-methoxybenzyl)amino)piperidin-2-one COC1=CC=C(CN(C2CC(NCC2)=O)CC2=CC=C(C=C2)OC)C=C1